(±)-(4Z)-4-(1,3-benzothiazol-6-ylmethylene)-2-[(1-cyclohexyl-2-hydroxy-ethyl)amino]-1H-imidazol-5-one S1C=NC2=C1C=C(C=C2)\C=C\2/N=C(NC2=O)N[C@@H](CO)C2CCCCC2 |r|